2-[(2,6-difluoro-4-pyridyl)-(2-ethoxyacetyl)amino]-N-(2,2-dimethylcyclobutyl)-5-methyl-thiazole-4-carboxamide FC1=NC(=CC(=C1)N(C=1SC(=C(N1)C(=O)NC1C(CC1)(C)C)C)C(COCC)=O)F